C1=CC(=CC=C1C[C@@H](C(=O)O)N)O p-tyrosine